5,9,21-octacosatrienoic acid C(CCCC=CCCC=CCCCCCCCCCCC=CCCCCCC)(=O)O